CN1N=CC(=C1C1=NC=C(C=N1)N)C 2-(1,4-dimethyl-1H-pyrazol-5-yl)pyrimidin-5-amine